6'-Chloro-1'-methyl-4,5-dihydro-2H-spiro[furan-3,4'-pyrido[3,2-d][1,3]oxazin]-2'(1'H)-one ClC=1C=CC=2N(C(OC3(C2N1)COCC3)=O)C